ClC(=CC1=C(C=CC=C1)C)C(F)(F)F 1-(2-chloro-3,3,3-trifluoro-1-propenyl)-2-methylbenzene